2-(2,6-dichlorobenzyl)-4,6-dimethylphenol ClC1=C(CC2=C(C(=CC(=C2)C)C)O)C(=CC=C1)Cl